4-methoxy-2-((4-methylphenyl)sulfonamido)-N-(thiazol-2-yl)benzamide COC1=CC(=C(C(=O)NC=2SC=CN2)C=C1)NS(=O)(=O)C1=CC=C(C=C1)C